3-amino-N-{4-[(3S)-3-aminopiperidin-1-yl]-5,6,7,8-tetrahydro-1,8-naphthyridin-3-yl}-6-(2,6-difluorophenyl)-5-fluoropyridine-2-carboxamide NC=1C(=NC(=C(C1)F)C1=C(C=CC=C1F)F)C(=O)NC=1C=NC=2NCCCC2C1N1C[C@H](CCC1)N